1-[(1S,4S)-5-(5-{2',7-dimethyl-1H,2'H-[3,4'-biindazol]-1-yl}pyridin-2-yl)-2,5-diazabicyclo[2.2.2]octan-2-yl]ethan-1-one CN1N=C2C=CC=C(C2=C1)C1=NN(C2=C(C=CC=C12)C)C=1C=CC(=NC1)N1[C@@H]2CN([C@H](C1)CC2)C(C)=O